COC(CCCCCCCCC[SiH2]C)OC dimethoxydecyl-methyl-silane